(2-bromo-4-fluorophenyl)propan-2-amine BrC1=C(C=CC(=C1)F)CC(C)N